tert-butyl 2-[(8-fluoro-1,2,3,4-tetrahydroisoquinolin-6-yl)oxy]-2-methylpropanoate FC=1C=C(C=C2CCNCC12)OC(C(=O)OC(C)(C)C)(C)C